FCCN(C)C1=CC=2N(C=C1)C=C(N2)C2=CC=C(C=C2)C N-(2-Fluoroethyl)-N-methyl-(2-p-tolyl-imidazo[1,2-a]pyridin-7-yl)-amine